OCC(C(=O)OCC(CO)(C)C)(C)C 3-hydroxy-2,2-dimethylpropyl 3-hydroxy-2,2-dimethyl-propionate